tert-Butyl (3-((3-((8-carbamoylbenzo[c][2,6]naphthyridin-5-yl)amino)propyl)(methyl)amino)-3-oxopropyl)carbamate C(N)(=O)C=1C=CC2=C(N=C(C3=CC=NC=C23)NCCCN(C(CCNC(OC(C)(C)C)=O)=O)C)C1